N1=C(C=CC=C1)SSC1C(CCCC1)O 2-(2-pyridyldisulfanyl)cyclohexanol